ClC1=C(C=CC=C1)S(=O)(=O)NC1=C(C=C(C=C1)C=1C=C2C=NC(=NC2=C(C1)CC)NC1CCC(CC1)N1CCCC1)F 2-chloro-N-(4-(8-ethyl-2-(((1r,4r)-4-(pyrrolidin-1-yl)cyclohexyl)-amino)quinazolin-6-yl)-2-fluoro-phenyl)benzene-sulfonamide